[(2R)-1,4-dioxan-2-yl]methanol O1[C@@H](COCC1)CO